N=1N=C(N2C1CCC21CC1)C1=CC=CC(=N1)NC(=O)C=1C(=NN(C1)C1=NC=CN=C1)OC N-(6-(6',7'-dihydrospiro[cyclopropane-1,5'-pyrrolo[2,1-c][1,2,4]triazol]-3'-yl)pyridin-2-yl)-3-methoxy-1-(pyrazin-2-yl)-1H-pyrazole-4-carboxamide